ClC=1C=C(OC2CCC(CC2)NC(=O)C=2N=NC(=CC2)N2CCN(CC2)CC2=CC(=C(C=C2)C2C(NC(CC2)=O)=O)F)C=CC1C#N N-((1r,4r)-4-(3-chloro-4-cyanophenoxy)cyclohexyl)-6-(4-(4-(2,6-dioxopiperidin-3-yl)-3-fluorobenzyl)piperazin-1-yl)pyridazine-3-carboxamide